ClC1=C(C=C(N)C=C1)C=1N=NC=CN1 4-chloro-3-(1,2,4-triazin-3-yl)aniline